OC1(C2CCC(C1)N2C(=O)OC(C)(C)C)C(F)(F)F racemic-tert-butyl 2-hydroxy-2-(trifluoromethyl)-7-azabicyclo[2.2.1]heptane-7-carboxylate